6,7-dimethoxy-3-((4-methoxyphenyl)sulfonyl)-4-(4-(tetrahydro-2H-thiopyran-4-yl)-1,4-diazepan-1-yl)quinoline COC=1C=C2C(=C(C=NC2=CC1OC)S(=O)(=O)C1=CC=C(C=C1)OC)N1CCN(CCC1)C1CCSCC1